trimethylenedi-melamine N1=C(NCCCNC2=NC(=NC(=N2)N)N)N=C(N)N=C1N